4'-(1,3-phenylenebis(1H-1,2,3-triazole-4,1-diyl))bis(2-hydroxybenzoic acid) C1(=CC(=CC=C1)C=1N=NN(C1)C=1C(=C(C(=O)O)C=CC1)O)C=1N=NN(C1)C=1C(=C(C(=O)O)C=CC1)O